C1(CC1)CS(=O)(=O)N[C@@H]1CN(CCC1)C1=NC=NC(=C1)C1=CN=C2N1N=C(C=C2)C(F)F (S)-1-Cyclopropyl-N-(1-(6-(6-(difluoromethyl)imidazo[1,2-b]pyridazin-3-yl)pyrimidin-4-yl)piperidin-3-yl)methanesulfonamide